ClC1C(Cl)O1 1,2-dichloroethylene ether